CP(OCC)(=O)C(C)C1=CC=C(C=C1)C1=NOC(=N1)C(F)(F)F ethyl methyl(1-(4-(5-(trifluoromethyl)-1,2,4-oxadiazol-3-yl)phenyl)ethyl)phosphinate